3-(2-oxo-5-(piperidin-4-yl)benzo[cd]indol-1(2H)-yl)piperidine-2,6-dione O=C1N(C2=CC=CC=3C2=C1C=CC3C3CCNCC3)C3C(NC(CC3)=O)=O